[N+](#[C-])C(S(=O)(=O)C1=CC=C(C=C1)C)C1=CC=C(C=C1)C 1-((isocyano(p-tolyl)methyl)sulfonyl)-4-methylbenzene